2-chloro-6-(trifluoromethyl)pyrimidine-4-carboxylic acid ethyl ester C(C)OC(=O)C1=NC(=NC(=C1)C(F)(F)F)Cl